[Si](C)(C)(C(C)(C)C)OCCCOC1=NN(C(=C1[N+](=O)[O-])C)C=1C(=NC=CC1C)OC 3-(3-(3-((tert-butyldimethylsilyl)oxy)propoxy)-5-methyl-4-nitro-1H-pyrazol-1-yl)-2-meth-oxy-4-methylpyridine